N-((3S,4S)-4-fluoropyrrolidin-3-yl)-6-(7-methoxyimidazo[1,2-a]pyridin-3-yl)pyrazin-2-amine F[C@@H]1[C@H](CNC1)NC1=NC(=CN=C1)C1=CN=C2N1C=CC(=C2)OC